N(=[N+]=[N-])CCOC(CCCCCCCCCC)OC O-(2-azidoethyl)-O'-methyl-undecanediol